O=C1NC(CC[C@H]1N1C(C2=CC=C(C(=C2C1=O)C)N1[C@@H](CN(CC1)C1CC(C1)OC1CCN(CC1)C(=O)OC(C)(C)C)C)=O)=O tert-butyl 4-[(1r,3r)-3-[(3R)-4-[2-(2,6-dioxopiperidin-3-yl)-4-methyl-1,3-dioxoisoindol-5-yl]-3-methylpiperazin-1-yl]cyclobutoxy]piperidine-1-carboxylate